5-nitrosohexahydropyrrolo[3,4-c]pyrrole N(=O)N1CC2C(C1)CNC2